2-(trifluoromethyl)-N-((5-((trimethylsilyl)ethynyl)pyridin-2-yl)methyl)cyclopropan-1-amine FC(C1C(C1)NCC1=NC=C(C=C1)C#C[Si](C)(C)C)(F)F